C(C1=CC=CC=C1)OC=1C=C2CC[C@@H]([C@@H](C2=CC1)C1=CC=C(C=C1)N1CCC2(CC1)CCC(CC2)=O)C2=CC=CC=C2 3-(4-((1R,2S)-6-(benzyloxy)-2-phenyl-1,2,3,4-tetrahydronaphthalen-1-yl)phenyl)-3-azaspiro[5.5]undecan-9-one